FC=1C=C(C=C(C1)F)C1=CC(=CC=C1)C[C@@H]1N(CC[C@@H]1NS(=O)(=O)CC)C=1N(C=CN1)C N-[(2S,3S)-2-[(3',5'-difluoro[1,1'-biphenyl]-3-yl)methyl]-1-(1-methyl-1H-imidazol-2-yl)pyrrolidin-3-yl]ethanesulfonamide